FC=1C(=C2C=CNC2=C(C1)C)O[C@H]1[C@@H](C[C@H](CC1)OC)C1=CC=C(C(=O)O)C=C1 4-((1S,2R,5S)-2-((5-fluoro-7-methyl-1H-indol-4-yl)oxy)-5-methoxycyclohexyl)benzoic acid